3,8-dihydroxyundecanoic acid OC(CC(=O)O)CCCCC(CCC)O